4-((5-chloro-4-(1-isopropyl-1H-pyrazol-4-yl)pyrimidin-2-yl)amino)-N-(2-fluorobenzyl)-3-methoxybenzamide ClC=1C(=NC(=NC1)NC1=C(C=C(C(=O)NCC2=C(C=CC=C2)F)C=C1)OC)C=1C=NN(C1)C(C)C